6-(6-(2-Hydroxy-1,2-oxaborolan-4-yl)pyridin-2-yl)-3-methoxy-2-propoxybenzonitril OB1OCC(C1)C1=CC=CC(=N1)C1=CC=C(C(=C1C#N)OCCC)OC